COC=1N=C2C(=CC=NC2=CC1OC)OC1=C(C=C(C=C1)NC(=O)C=1C(C(=C(N2C1COCC2)C)C2=CSC=C2)=O)F N-[4-[(6,7-dimethoxy-1,5-naphthyridin-4-yl)oxy]-3-fluorophenyl]-6-methyl-8-oxo-7-thiophen-3-yl-3,4-dihydro-1H-pyrido[2,1-c][1,4]oxazine-9-carboxamide